N-(((9H-fluoren-9-yl)methoxy)carbonyl)-O-(2-(tert-butylamino)-2-oxoethyl)-L-serine C1=CC=CC=2C3=CC=CC=C3C(C12)COC(=O)N[C@@H](COCC(=O)NC(C)(C)C)C(=O)O